2-(((2S,4s,6S)-6-((4-(pyridin-4-yl)pyrimidin-2-yl)amino)spiro[3.3]heptan-2-yl)oxy)nicotinamide N1=CC=C(C=C1)C1=NC(=NC=C1)NC1CC2(CC(C2)OC2=C(C(=O)N)C=CC=N2)C1